C(C1=CC=CC=C1)OC1=CC(=NC=C1)NCC1=CC(=C(C(=C1)O)N1CC(NS1(=O)=O)=O)F 5-(4-(((4-(benzyloxy)pyridin-2-yl)amino)methyl)-2-fluoro-6-hydroxyphenyl)-1,2,5-thiadiazolidin-3-one 1,1-dioxide